FC=1C(=C2C(=CC(=CC2=CC1F)N=C(C1=CC=CC=C1)C1=CC=CC=C1)B1OC(C(O1)(C)C)(C)C)OC[2H] N-(6,7-difluoro-5-(methoxy-d)-4-(4,4,5,5-tetramethyl-1,3,2-dioxaborolan-2-yl)naphthalen-2-yl)-1,1-diphenylmethanimine